5-[(4-ethylphenoxy)methyl]oxazol-2(3H)-one C(C)C1=CC=C(OCC2=CNC(O2)=O)C=C1